C(C)(=O)OC=1C=C2C=CNC2=CC1O 5-Acetoxy-6-hydroxyindole